(S)-4-((4-(6-(tert-butylsulfonyl)-7-methoxyimidazo[1,2-a]pyridin-3-yl)-6-fluoropyridin-2-yl)amino)butan-2-ol C(C)(C)(C)S(=O)(=O)C=1C(=CC=2N(C1)C(=CN2)C2=CC(=NC(=C2)F)NCC[C@H](C)O)OC